C(C=C)OC1(CCCC1)C#C 1-(allyloxy)-1-ethynylcyclopentane